3-(azetidin-3-yl)propane-1-sulfonic acid N1CC(C1)CCCS(=O)(=O)O